epoxydicarboxamide potassium salt [K].C1(=O)NO1.C1(=O)NO1